Ethyl 6-methyl-2-(2-{[7-(5-methyl-1,2,4-oxadiazol-3-yl) isoquinolin-1-yl] amino} ethyl)-1H-imidazo[4,5-b]pyridine-5-carboxylate CC=1C=C2C(=NC1C(=O)OCC)N=C(N2)CCNC2=NC=CC1=CC=C(C=C21)C2=NOC(=N2)C